4-((1S,4s)-4-((R)-1-(5-chloro-3-methoxy-2H-pyrazolo[3,4-b]pyridin-2-yl)ethyl)cyclohexyl)-6-fluoroquinoline ClC1=CC=2C(N=C1)=NN(C2OC)[C@@H](C)C2CCC(CC2)C2=CC=NC1=CC=C(C=C21)F